C(C1=CC=CC=C1)N1CCC(=CC1)OC1CCN(CC1)C(=O)OC(C)(C)C tert-butyl 4-((1-benzyl-1,2,3,6-tetrahydropyridin-4-yl)oxy)piperidine-1-carboxylate